[N+](=O)([O-])C1=C(C(O)=CC=C1[N+](=O)[O-])O 3,4-dinitrocatechol